2',3',5'-tri-O-isobutyryl-2-thiouridine C(C(C)C)(=O)O[C@H]1[C@@H](O[C@@H]([C@H]1OC(C(C)C)=O)COC(C(C)C)=O)N1C(=S)NC(=O)C=C1